(S)-4-methyl-N-(6-(5-methylisoxazol-3-yl)-2,3-dihydrobenzofuran-3-yl)oxazole-5-carboxamide CC=1N=COC1C(=O)N[C@@H]1COC2=C1C=CC(=C2)C2=NOC(=C2)C